(2S,4R)-1-(2-(3-acetyl-5-(imidazo[1,2-a]pyrimidin-6-yl)-1H-indol-1-yl)acetyl)-N-(6-bromopyridin-2-yl)-4-fluoropyrrolidine-2-carboxamide C(C)(=O)C1=CN(C2=CC=C(C=C12)C=1C=NC=2N(C1)C=CN2)CC(=O)N2[C@@H](C[C@H](C2)F)C(=O)NC2=NC(=CC=C2)Br